N,N-dimethyl-3-(1-(1-(7-methylquinolin-6-yl)ethyl)-1H-imidazo[4,5-b]pyrazin-6-yl)aniline CN(C1=CC(=CC=C1)C1=CN=C2C(=N1)N(C=N2)C(C)C=2C=C1C=CC=NC1=CC2C)C